CNC1COCC2=CC=C(C=C12)C(F)(F)F N-methyl-6-(trifluoromethyl)isochroman-4-amine